N2-tert-butyl-9-(piperidin-4-ylmethyl)-N8-(3-(trifluoromethyl)phenyl)-9H-purine-2,8-diamine C(C)(C)(C)NC1=NC=C2N=C(N(C2=N1)CC1CCNCC1)NC1=CC(=CC=C1)C(F)(F)F